C1(=CC=CC=C1)N1C(CC2=CC=CC=C12)=O N-phenyl-indolone